(2R,6S)-4-benzyl-2-(methoxymethyl)-6-methylpiperazine-1-carboxylic acid tert-butyl ester C(C)(C)(C)OC(=O)N1[C@H](CN(C[C@@H]1C)CC1=CC=CC=C1)COC